CN1C(=CC=CC1=O)CCS(=O)(=O)Cl (1-methyl-6-oxo-1,6-dihydropyridin-2-yl)ethane-1-sulfonyl chloride